trans-N-(4-((5-chloro-4-(1-(4-fluorobenzoyl)-2,5-dihydro-1H-pyrrol-3-yl)pyrimidin-2-yl)amino)cyclohexyl)acetamide ClC=1C(=NC(=NC1)N[C@@H]1CC[C@H](CC1)NC(C)=O)C=1CN(CC1)C(C1=CC=C(C=C1)F)=O